((4-(((4-aminonaphthalen-1-yl)oxy)methyl)pyridin-2-yl)amino)pyrazine-2-carboxylic acid methyl ester COC(=O)C1=NC=CN=C1NC1=NC=CC(=C1)COC1=CC=C(C2=CC=CC=C12)N